[2-[[4-(3-bromo-2-methyl-phenyl)-5-oxo-1,2,4-triazol-1-yl]methyl]-3,3-difluoro-allyl]carbamic acid tert-butyl ester C(C)(C)(C)OC(NCC(=C(F)F)CN1N=CN(C1=O)C1=C(C(=CC=C1)Br)C)=O